C12(CC(C1)C2)NC2=NC(=NC=C2C(=O)N)NC21CCC(CC2)(CC1)O 4-(bicyclo[1.1.1]pentan-1-ylamino)-2-(4-hydroxybicyclo[2.2.2]octan-1-ylamino)pyrimidine-5-carboxamide